6-nitroquinolin-4(1H)-one [N+](=O)([O-])C=1C=C2C(C=CNC2=CC1)=O